CC1=C(C=CC=C1C)C1CCN(CC1)C(CN1N=C(C2=C1C[C@@H]1[C@H]2C1)C(=O)N1C[C@@H]([C@@H](CC1)O)C)=O 1-[4-(2,3-Dimethylphenyl)piperidin-1-yl]-2-{(3bR,4aR)-3-[(3S,4R)-4-hydroxy-3-methylpiperidin-1-carbonyl]-3b,4,4a,5-tetrahydro-1H-cyclopropa[3,4]cyclopenta[1,2-c]pyrazol-1-yl}ethan-1-on